C(C1=CC=CC=C1)SC1=NNC=N1 3-benzylthio-1,2,4-triazole